ClC1=CC=C(OC(C(=O)NC=2C=C(C=CC2)C=2C=C(SC2)C(=O)N)(C)C)C=C1 4-(3-(2-(4-chlorophenoxy)-2-methylpropanamido)phenyl)thiophene-2-carboxamide